copper-magnesium-iron [Fe].[Mg].[Cu]